3-(dimethylamino)-1-propylamine CN(CCCN)C